2-fluoro-N-[(1r,3s)-3-{[6-fluoro-2-(trifluoromethyl)quinolin-4-yl]amino}cyclohexyl]-3-(propane-1-sulfonylamino)benzamide (S)-3-morpholinecarboxylate hydrochloride Cl.N1[C@@H](COCC1)C(=O)O.FC1=C(C(=O)N[C@H]2C[C@H](CCC2)NC2=CC(=NC3=CC=C(C=C23)F)C(F)(F)F)C=CC=C1NS(=O)(=O)CCC